OCC=1C(=NC(=CN1)C)N1CCC2(CC1)[C@H](C1=CC=CC=C1C2)NC(OC(C)(C)C)=O tert-butyl (R)-(1'-(3-(hydroxymethyl)-6-methylpyrazin-2-yl)-1,3-dihydrospiro[indene-2,4'-piperidin]-1-yl)carbamate